C1CCC(=C2OC3=CC=CC=C3C=C12)C=O 2,3-dihydro-1H-xanthene-4-formaldehyde